tert-Butyl ((2R,3R)- and (2S,3S)-2-(Hydroxymethyl)tetrahydrofuran-3-yl)carbamate OC[C@@H]1OCC[C@H]1NC(OC(C)(C)C)=O |r|